4-vinyl-phenyldimethyl-2-propoxysilane C(=C)C1=CC=C(C=C1)[Si](OC(C)C)(C)C